N,N'-Dimethoxy-N,N'-dimethyl-octanediamide CON(C(CCCCCCC(=O)N(C)OC)=O)C